(R)-1-(4-((4'-((3-hydroxypyrrolidin-1-yl)methyl)-[1,1'-biphenyl]-4-yl)methyl)phenyl)-5-methyl-1H-1,2,4-triazole-3-carboxamide O[C@H]1CN(CC1)CC1=CC=C(C=C1)C1=CC=C(C=C1)CC1=CC=C(C=C1)N1N=C(N=C1C)C(=O)N